COC1=CC=C2C(=CC=NC2=C1)SC=1C=2N(C(=NC1)N1CCC3([C@@H]([C@@H](OC3)C)N)CC1)C=CN2 (3S,4S)-8-(8-((7-methoxyquinolin-4-yl)thio)imidazo[1,2-c]pyrimidin-5-yl)-3-methyl-2-oxa-8-azaspiro[4.5]decan-4-amine